IC(C(I)(F)F)(F)F 1,2-diiodotetrafluoroethane